FC1=CC=C(C=N1)N1N=C(C2=CC=CC(=C12)C(F)(F)F)C=1C2=CN(N=C2C=CC1)C 1-(6-fluoropyridin-3-yl)-2'-methyl-7-(trifluoro-methyl)-1H,2'H-3,4'-biindazole